FC(CN1N=C(C=2C=NC(=CC21)C2=NN(C=C2NC(=O)N2C1(CC1)CCCC2)C2OCCCC2)N2CC(C2)O)(C)C N-[3-[1-(2-fluoro-2-methyl-propyl)-3-(3-hydroxyazetidin-1-yl)pyrazolo[4,3-c]pyridin-6-yl]-1-tetrahydropyran-2-yl-pyrazol-4-yl]-4-azaspiro[2.5]octane-4-carboxamide